ClC=1C=C(C=C(C1OC1=CNC(C(=C1C)C(C)C)=O)Cl)N1N=C(C(NC1=O)=O)C#N 2-(3,5-dichloro-4-((5-isopropyl-4-methyl-6-oxo-1,6-dihydropyridin-3-yl)oxy)phenyl)-3,5-dioxo-2,3,4,5-tetrahydro-1,2,4-triazine-6-carbonitrile